CC1=NN(C(=N1)C)CC=1N=NN(C1)[C@H](C(=O)N1[C@@H](C[C@H](C1)O)C(=O)NC)C(C)(C)C (2S,4r)-1-[(2S)-2-[4-[(3,5-dimethyl-1,2,4-triazol-1-yl)methyl]triazol-1-yl]-3,3-dimethyl-butyryl]-4-hydroxy-N-methyl-pyrrolidine-2-carboxamide